4-(thiophen-2-yl)-1-tosyl-3,4-dihydropyridin-2(1H)-one S1C(=CC=C1)C1CC(N(C=C1)S(=O)(=O)C1=CC=C(C)C=C1)=O